Methyl 2-benzyl-5-chloro-2,3-dihydroimidazo[1,2-c]quinazoline-8-carboxylate C(C1=CC=CC=C1)C1N=C2N(C(=NC=3C=C(C=CC23)C(=O)OC)Cl)C1